9,9'-spirobifluorene-2-yl-boronic acid C1=C(C=CC=2C3=CC=CC=C3C3(C12)C1=CC=CC=C1C=1C=CC=CC13)B(O)O